4,4'-bis[2-(1-propenyl)phenoxy]-benzophenone C(=CC)C1=C(OC2=CC=C(C(=O)C3=CC=C(C=C3)OC3=C(C=CC=C3)C=CC)C=C2)C=CC=C1